4-(2-(Methylamino)ethyl)aniline tert-butyl-4-[3-(2,4-dioxohexahydropyrimidin-1-yl)-1-methyl-indazol-6-yl]piperazine-1-carboxylate C(C)(C)(C)OC(=O)N1CCN(CC1)C1=CC=C2C(=NN(C2=C1)C)N1C(NC(CC1)=O)=O.CNCCC1=CC=C(N)C=C1